C(C)(C)C1=NC(NC=C1C(=O)OC)=O methyl 4-isopropyl-2-oxo-1,2-dihydropyrimidine-5-carboxylate